FC1=CC=C(C=C1)C1=CC(=NN1C)C=1C=C2CN(C(C2=CC1)=O)C1C(NC(CC1)=O)=O 3-(5-(5-(4-Fluorophenyl)-1-methyl-1H-pyrazol-3-yl)-1-oxoisoindolin-2-yl)piperidine-2,6-dione